Cl.Cl.P(=O)(OCC(C)NCCNCCCl)(O)O 2-(2-Chloroethylamino ethylamino)propyl dihydrogen phosphate dihydrochloride